perfluorooctanol FC(C(C(C(C(C(C(C(F)(F)F)(F)F)(F)F)(F)F)(F)F)(F)F)(F)F)(O)F